OC1(CC(CC(C1)O)O)C(=O)O 1,3,5-trihydroxycyclohexane-1-carboxylic acid